5-Chloro-1-(4-fluoro-3-(methoxymethoxy)-5-(trifluoromethyl)phenyl)-3-methyl-1H-pyrazolo[3,4-c]pyridine ClC=1C=C2C(=CN1)N(N=C2C)C2=CC(=C(C(=C2)C(F)(F)F)F)OCOC